N-(4-(morpholinomethyl)phenyl)naphthalene-1-sulfonamide O1CCN(CC1)CC1=CC=C(C=C1)NS(=O)(=O)C1=CC=CC2=CC=CC=C12